NC1=NC=CC(=C1)CC(=O)NC=1C(=C(C(=O)N[C@H](C(=O)O)CNC(=O)N[C@@H]2CCC3=CC=CC=C23)C(=CC1)Cl)Cl (S)-2-(3-(2-(2-aminopyridin-4-yl)acetamido)-2,6-dichlorobenzamido)-3-(3-((R)-2,3-dihydro-1H-inden-1-yl)ureido)propanoic acid